8-((6-Methoxy-2-methylpyridin-3-yl)sulfonyl)-3-morpholino-1-oxa-8-azaspiro[4.5]decane COC1=CC=C(C(=N1)C)S(=O)(=O)N1CCC2(CC(CO2)N2CCOCC2)CC1